CS(=O)(=O)OC1COC2(CN(C2)C(=O)OC(C)(C)C)C1 tert-butyl 7-methylsulfonyloxy-5-oxa-2-azaspiro[3.4]octane-2-carboxylate